methyl 7-methoxy-1-methyl-2-(9-oxo-6,8,16-triazatetracyclo[14.5.2.02,7.019,23]tricosa-1(22),2(7),3,5,17,19(23),20-heptaen-17-yl)benzimidazole-5-carboxylate COC1=CC(=CC2=C1N(C(=N2)C=2N1CCCCCCC(NC=3N=CC=CC3C=3C=CC(C2)=C1C3)=O)C)C(=O)OC